2-(4,5-dihydrooxazol-2-yl)-6,6,9-trimethyl-3-pentyl-6a,7,8,10a-tetrahydro-6H-benzo[c]chromen-1-ol O1C(=NCC1)C1=C(C=2C3C(C(OC2C=C1CCCCC)(C)C)CCC(=C3)C)O